C(CCC)[Si](C)(C)OCCC(C)N1N=C(C=2C=NC(=CC21)Cl)C=2OC(=CC2)CN2CCN(CC2)C butyl-[3-[6-chloro-3-[5-[(4-methylpiperazin-1-yl)methyl]-2-furyl]pyrazolo[4,3-c]pyridin-1-yl]butoxy]-dimethyl-silane